N-(6-(2-fluoro-4-((tetrahydro-2H-pyran-3-yl)oxy)phenyl)quinolin-4-yl)benzo[d]thiazol-5-amine FC1=C(C=CC(=C1)OC1COCCC1)C=1C=C2C(=CC=NC2=CC1)NC=1C=CC2=C(N=CS2)C1